O=C1N(C(C2=CC=CC=C12)=O)CCOC1=C(C=CC=C1)C1=CC(=CC=C1)CC1N(CCC1NS(=O)(=O)CC)C(=O)OC(C)(C)C tert-butyl 2-((2'-(2-(1,3-dioxoisoindolin-2-yl)ethoxy)-[1,1'-biphenyl]-3-yl)methyl)-3-(ethylsulfonamido)pyrrolidine-1-carboxylate